FC(C(=O)O)(F)F.C(CCC(=O)O)(=O)O succinic acid trifluoroacetate